OC[C@@H]1CN(C(O1)=O)C1=NC2=C(SCC(N2)=O)N=C1 (S)-5-(hydroxymethyl)-3-(3-oxo-3,4-dihydro-2H-pyrazino[2,3-b][1,4]thiazin-6-yl)oxazolidin-2-one